tert-butyl hexahydrospiro[piperidine-4,7'-pyrrolo[2,1-c][1,4]oxazine]-1-carboxylate C1OCCN2C1CC1(C2)CCN(CC1)C(=O)OC(C)(C)C